7-[4-{4-[(4-Benzylpiperazin-1-yl)methyl]phenyl}-3,6-dihydropyridin-1(2H)-yl]-4-fluoro-1H-indole-3-carbonitrile C(C1=CC=CC=C1)N1CCN(CC1)CC1=CC=C(C=C1)C=1CCN(CC1)C=1C=CC(=C2C(=CNC12)C#N)F